C(C=C)N1C(OCC2=C1N=C(N=C2)N[C@@H](C)C2=CC=C(C=C2)C(CCCC=C)N2CCN(CC2)C(=O)OC(C)(C)C)=O tert-butyl 4-[1-[4-[(1S)-1-[(1-allyl-2-oxo-4H-pyrimido[4,5-d][1,3]oxazin-7-yl)amino]ethyl]phenyl]hex-5-enyl]piperazine-1-carboxylate